7-(4-fluorophenyl)-1H-indole-2-carboxylic acid ethyl ester C(C)OC(=O)C=1NC2=C(C=CC=C2C1)C1=CC=C(C=C1)F